ClC1=C(C=CC=C1)C1N(CCNC1)C(=O)C1=C(C=C(C=C1)NC(=O)C1CC1)N1CCC2(COC2)C1 N-[4-[2-(2-chlorophenyl)piperazine-1-carbonyl]-3-(2-oxa-7-azaspiro[3.4]oct-7-yl)phenyl]cyclopropanecarboxamide